CN1N=C(N=C1)C 2,5-dimethyl-1,2,4-triazole